3-acetyl-5,5-dimethylthiazolidine-4-carboxylic acid C(C)(=O)N1CSC(C1C(=O)O)(C)C